4-(2-dimethylaminoethyl)-[1,3]-dioxane CN(CCC1OCOCC1)C